(E)-3-(2-hydroxy-4-methylphenyl)-1-phenyl-2-propen-1-one OC1=C(C=CC(=C1)C)/C=C/C(=O)C1=CC=CC=C1